4-(4-(4-Hydroxy-3-methylphenyl)piperazin-1-yl)benzoic acid tert-butyl ester C(C)(C)(C)OC(C1=CC=C(C=C1)N1CCN(CC1)C1=CC(=C(C=C1)O)C)=O